3-(2-bromophenyl)tetrahydrofuran-3-carbonitrile BrC1=C(C=CC=C1)C1(COCC1)C#N